FC(N1N=C(C=C1)C(C)(C)NC1=NC(=NC(=N1)N)C1=CC=C2C=NNC2=C1F)F N2-[1-[1-(difluoromethyl)pyrazol-3-yl]-1-methyl-ethyl]-6-(7-fluoro-1H-indazol-6-yl)-1,3,5-triazine-2,4-diamine